BrC=1C=C(C(=NC1)OCC(C(=O)NC1CCN(CC1)C)(C)C)C(F)(F)F 3-((5-bromo-3-(trifluoromethyl)pyridin-2-yl)oxy)-2,2-dimethyl-N-(1-methylpiperidin-4-yl)propanamide